N,N,4-Trimethyl-3-nitropyridin-2-amine CN(C1=NC=CC(=C1[N+](=O)[O-])C)C